C(C)N1N=C2N=C(N(C(C2=C1)=O)C1=CC=CC=C1)SCC1=CC(=CC=C1)F 2-ethyl-6-((3-fluorobenzyl)thio)-5-phenyl-2H-pyrazolo[3,4-d]pyrimidin-4(5H)-one